N-Octyl-N,N-dimethyl-3-ammonio-1-propanesulfonate C(CCCCCCC)[N+](CCCS(=O)(=O)[O-])(C)C